tert-butyl 6-cyano-2-[1-[4-ethyl-3-(4-morpholino-1-piperidyl)phenyl]-1-methylethyl]-1H-indole-3-carboxylate hydrochloride Cl.C(#N)C1=CC=C2C(=C(NC2=C1)C(C)(C)C1=CC(=C(C=C1)CC)N1CCC(CC1)N1CCOCC1)C(=O)OC(C)(C)C